4-{[3-methoxy-4-(5-methyl-1,2,4-oxadiazol-3-yl)pyridin-2-yl]amino}-N-(2H3)methyl-6-[(6-methylpyrimidin-4-yl)amino]pyridazine-3-carboxamide COC=1C(=NC=CC1C1=NOC(=N1)C)NC1=C(N=NC(=C1)NC1=NC=NC(=C1)C)C(=O)NC([2H])([2H])[2H]